1-(5-fluoropyridin-2-yl)guanidine 2,2,2-trifluoroacetate FC(C(=O)O)(F)F.FC=1C=CC(=NC1)NC(=N)N